tert-Butyl 4-(((3S,4s,5R)-4-(3-cyclopropyl-5-(2,4-dioxotetrahydropyrimidin-1(2H)-yl)-1H-pyrrolo[2,3-b]pyridin-1-yl)-3,5-dimethylpiperidin-1-yl)methyl)-4-fluoropiperidine-1-carboxylate C1(CC1)C1=CN(C2=NC=C(C=C21)N2C(NC(CC2)=O)=O)C2[C@H](CN(C[C@H]2C)CC2(CCN(CC2)C(=O)OC(C)(C)C)F)C